OCCNC(C)CC1=CC2=C(C=C1)OCO2 (2-Hydroxyethyl)-3,4-methylenedioxyamphetamine